5-(difluoromethyl)pyridine-2-carbaldehyde FC(C=1C=CC(=NC1)C=O)F